N-ethyldiisopropylamine sulfur [S].C(C)N(C(C)C)C(C)C